ClC1=C(C(=CC=C1)Cl)N1C(OC2=C(C1=O)C=NC(=N2)NC2=CC=C(C=C2)N2CCNCC2)C 3-(2,6-Dichlorophenyl)-2-methyl-7-((4-(piperazin-1-yl)phenyl)amino)-2,3-dihydro-4H-pyrimido[5,4-e][1,3]oxazin-4-one